C1=CC=CC=2C3=CC=CC=C3C(C12)COC(=O)N[C@H](CCC(NCCOCCOCCOCCOCCOCCOCC#C)=O)C(=O)OC(C)(C)C tert-Butyl (R)-26-((((9H-fluoren-9-yl)methoxy)carbonyl)amino)-23-oxo-4,7,10,13,16,19-hexaoxa-22-azaheptacos-1-yn-27-oate